Cl.O[C@@]1(C([C@@](CCC1)(C1=CC=C(C=C1)C(F)(F)F)NC)=O)C (2S,6R)-2-hydroxy-2-methyl-6-methylamino-6-(4-(trifluoromethyl)phenyl)cyclohexan-1-one hydrochloride